N1C2=CC=C3C4=C2C=2C5=C(C=CC12)C=CC=C5C4=CC=C3 1H-phenanthro[1,10,9,8-cdefg]carbazole